N-[4-(3'-anilino-4'-oxo-1',4',5',7'-tetrahydrospiro[cyclopropane-1,6'-pyrrolo[3,2-c]pyridin]-2'-yl)pyridin-2-yl]-2-(4-fluorophenyl)acetamide N(C1=CC=CC=C1)C1=C(NC2=C1C(NC1(C2)CC1)=O)C1=CC(=NC=C1)NC(CC1=CC=C(C=C1)F)=O